Cl(=O)[O-] chlorite